2-(4'-(9,9-dimethyl-9H-fluoren-2-yl)-[1,1'-biphenyl]-3-yl)-4,6-diphenyl-1,3,5-triazine CC1(C2=CC=CC=C2C=2C=CC(=CC12)C1=CC=C(C=C1)C1=CC(=CC=C1)C1=NC(=NC(=N1)C1=CC=CC=C1)C1=CC=CC=C1)C